C1(=CC=CC2=CC=CC=C12)[C@H]([C@@H](C=1OC(NN1)=O)NS(=O)(=O)C1=CC=C(C=C1)[N+](=O)[O-])C N-((1S,2R)-2-(naphthalen-1-yl)-1-(5-oxo-4,5-dihydro-1,3,4-oxadiazol-2-yl)propyl)-4-nitrobenzenesulfonamide